2,3,4-tri-O-methyl-1,5,6-triacetyl-mannitol CO[C@H](C(O)C(C)=O)[C@@H](OC)[C@H](OC)[C@](O)(C(O)C(C)=O)C(C)=O